6-Bromo-N-(1-ethylpiperidin-4-yl)-2-{4-[4-(1H-imidazol-4-ylmethyl)piperazin-1-yl]phenyl}-3H-imidazo[4,5-b]pyridin-7-amine BrC=1C(=C2C(=NC1)NC(=N2)C2=CC=C(C=C2)N2CCN(CC2)CC=2N=CNC2)NC2CCN(CC2)CC